1-(3-methanesulfonyl-benzyl)-4-(4,4,5,5-tetramethyl-[1,3,2]dioxaborolan-2-yl)-1H-pyrazole CS(=O)(=O)C=1C=C(CN2N=CC(=C2)B2OC(C(O2)(C)C)(C)C)C=CC1